F[C@@H]1CNCC[C@@H]1NC(OC(C)(C)C)=O |r| racemic-tert-butyl (cis-3-fluoropiperidin-4-yl)carbamate